BrC(C(C(C(C(C(F)(F)F)(F)F)(Br)F)(F)F)(F)F)(F)F 1,4-dibromo-dodecafluorohexane